C(C1=CC=CC=C1)N1CC(OCC1)C1=NNC2=CC=CC=C12 3-(4-benzylmorpholine-2-yl)-1H-indazole